NC1=NC=2C=NC(=CC2C2=C1COC2)C(=O)N2[C@H](CSCC2)C2=CC=C(C=C2)C(F)(F)F (S)-(4-amino-1,3-dihydrofuro[3,4-c][1,7]naphthyridin-8-yl)(3-(4-(trifluoromethyl)phenyl)thiomorpholino)methanone